BrC=1C=C2C(=NC=NC2=C(C1)Br)N(C(C)C=1N(N=CN1)C1=NC=CC=N1)C 6,8-dibromo-N-methyl-N-[1-(2-pyrimidin-2-yl-1,2,4-triazol-3-yl)ethyl]quinazolin-4-amine